OCC=1C=C(C=NC1)[C@H](CC(=O)O)N1N=CC2=CC(=CC=C12)OCCC1=NC=2NCCCC2C=C1 (S)-3-(5-(hydroxymethyl)pyridin-3-yl)-3-(5-(2-(5,6,7,8-tetrahydro-1,8-naphthyridin-2-yl)ethoxy)-1H-indazol-1-yl)propionic acid